3-(4-((2-cyclopropylethyl)((1r,4r)-4-(methyl(4,4,4-trifluorobutyl)amino)cyclohexyl)amino)-1-oxoisoindolin-2-yl)piperidine-2,6-dione C1(CC1)CCN(C1=C2CN(C(C2=CC=C1)=O)C1C(NC(CC1)=O)=O)C1CCC(CC1)N(CCCC(F)(F)F)C